3,4-di(2-ethylhexyl-oxy)thiophene C(C)C(COC1=CSC=C1OCC(CCCC)CC)CCCC